FC1=C(C(=C(C(=C1B1OC2=C(O1)C(=C(C(=C2F)F)F)F)F)F)F)F 2-(pentafluorophenyl)-tetrafluoro-1,3,2-benzodioxaborole